4-Aminophenyl-phosphocholin NC1=CC=C(C=C1)C(OP(=O)([O-])O)C[N+](C)(C)C